C(C)(C)(C)NS(=O)(=O)C=1C=C(C=CC1C1=CN=C(S1)[C@@H]1CC[C@H](CC1)NC(=O)OC(C)C)NC(OC(C)C)=O Trans-isopropyl N-[3-(tert-butylsulfamoyl)-4-[2-[4-(isopropoxycarbonylamino)cyclohexyl]thiazol-5-yl]phenyl]carbamate